C(CCCCC(=O)OCCC#CCCCCCC)(=O)OCC(COC(CCC(OCCCC\C=C/CC)OCCCC\C=C/CC)=O)COC(=O)OCC1CN(CCC1)CC 3-((4,4-bis(((Z)-oct-5-en-1-yl)oxy)butanoyl)oxy)-2-(((((1-ethylpiperidin-3-yl)methoxy)carbonyl)oxy)methyl)propyl dec-3-yn-1-yl adipate